tetrahydro-6'H-spiro[cyclopropane-1,5'-[1,2,5]thiadiazepino[7,6-b]phenanthridine]-2'-carboxylic acid 12',12'-dioxide C1C(CCC=2C3(NC=4C=C5C(=CC4C12)S(N=CC=N5)(=O)=O)CC3)C(=O)O